methoxytrimethyl-benzenesulfonyl-hydrazine COC1=C(C=CC=C1)S(=O)(=O)N(N(C)C)C